benzyl (3-((2-(2-((6-chlorohexyl)oxy)ethoxy)ethyl)carbamoyl)-2-oxo-2H-chromen-7-yl)carbamate ClCCCCCCOCCOCCNC(=O)C=1C(OC2=CC(=CC=C2C1)NC(OCC1=CC=CC=C1)=O)=O